4-(10-Acryloyl-2-fluoro-4-methyl-14-oxo-8,8a,9,10,11,12-hexahydro-7H,14H-pyrazino[1',2':5,6][1,5]diazocino[3,2,1-hi]indazol-3-yl)-2-amino-7-fluorobenzo[b]thiophene-3-carbonitrile C(C=C)(=O)N1CC2N(C(C=3C=C(C(=C4C(=NN(C34)CC2)C)C2=CC=C(C=3SC(=C(C32)C#N)N)F)F)=O)CC1